C(#N)[C@@H](C)NC1=CC(=NC=C1C1=NNC=N1)N1N=CC=2C1=NC=C(C2)C#N (R)-1-(4-((1-cyanoethyl)amino)-5-(1H-1,2,4-triazol-3-yl)pyridin-2-yl)-1H-pyrazolo[3,4-b]pyridine-5-carbonitrile